NC=1C(=C(C=C(C1C(=O)NC1=CC(=NC=C1)C(F)(F)F)Cl)C1=CC=C(C=C1C1CCC(CC1)O)F)F amino-5-chloro-2,4'-difluoro-6'-(4-hydroxycyclohexyl)-N-(2-(trifluoromethyl)pyridin-4-yl)-[1,1'-biphenyl]-4-carboxamide